6-methoxy-2-methyl-2H-pyrazolo[3,4-b]pyridin-5-amine COC=1C(=CC=2C(N1)=NN(C2)C)N